((2R,4S)-1-(tert-Butoxycarbonyl)-4-phenylpyrrolidine-2-carbonyl)-L-alanine C(C)(C)(C)OC(=O)N1[C@H](C[C@H](C1)C1=CC=CC=C1)C(=O)N[C@@H](C)C(=O)O